Cl.CN(S(=O)(=O)C=1C=C(C=CC1)C[C@H](C(=O)O)[C@@H]1CNCC1)C (2S)-3-[3-(Dimethylsulfamoyl)phenyl]-2-[(3R)-pyrrolidin-3-yl]propanoic acid hydrochloride